2-(4-(6-(3-(2-hydroxyphenyl)cinnolin-7-yl)-2,6-diazaspiro[3.3]heptane-2-yl)-1H-1,2,3-triazol-1-yl)-3-methylbutanoic acid OC1=C(C=CC=C1)C=1N=NC2=CC(=CC=C2C1)N1CC2(CN(C2)C=2N=NN(C2)C(C(=O)O)C(C)C)C1